tert-butyl N-[2-[6-[[5-(3-fluoro-4-pyridyl)thiazol-2-yl]amino]imidazo[4,5-c]pyridin-1-yl]ethyl]carbamate FC=1C=NC=CC1C1=CN=C(S1)NC1=CC2=C(C=N1)N=CN2CCNC(OC(C)(C)C)=O